1-heptadecanoyl-2-nonadecanoyl-glycero-3-phosphoserine C(CCCCCCCCCCCCCCCC)(=O)OCC(OC(CCCCCCCCCCCCCCCCCC)=O)COP(=O)(O)OC[C@H](N)C(=O)O